1-{1-[(1-benzyl-1H-1,2,3,4-tetrazol-5-yl)(2-methylphenyl)methyl]piperidin-4-yl}-2,3-dihydro-1H-1,3-benzodiazol-2-one C(C1=CC=CC=C1)N1N=NN=C1C(N1CCC(CC1)N1C(NC2=C1C=CC=C2)=O)C2=C(C=CC=C2)C